C(C(=C)C)(=O)OCCOCCN=C=O 2-methacryloyloxyethyl-oxyethyl isocyanate